C(C)(=O)C=1C(=NC(=CC1)N1C=NC2=C1C=CC(=C2)NC=2N=NC=CC2OC)N2N=C(C=C2C)C#N 1-[3-acetyl-6-[5-[(4-methoxypyridazin-3-yl)amino]benzimidazol-1-yl]-2-pyridyl]-5-methyl-pyrazole-3-carbonitrile